COC=1C=C2C(=CC=NC2=CC1OC)OC1=CC=C(C=C1)NC(CCN1CCCCC1)=O N-(4-((6,7-dimethoxyquinolin-4-yl)oxy)phenyl)-3-(piperidin-1-yl)propanamide